1-(3,4-Dimethoxyphenyl)ethane-1-one O-((3-(4-fluorophenyl)isoxazol-5-yl)methyl) oxime FC1=CC=C(C=C1)C1=NOC(=C1)CON=C(C)C1=CC(=C(C=C1)OC)OC